(3R)-5-bromo-1,2,3,4-tetrahydroisoquinoline-3-carboxylic acid BrC1=C2C[C@@H](NCC2=CC=C1)C(=O)O